C(C)(C)C=1C=NN2C1N=C(C=C2O)C2=CC=CC=C2 3-isopropyl-5-phenyl-pyrazolo[1,5-a]pyrimidin-7-ol